FC1=C(C=CC(=C1)[C@@H]1[C@@H](OCC2=CC(=CC=C12)O)C1=CC=CC=C1)N1CCC(CC1)C=O 1-(2-fluoro-4-((3R,4S)-7-hydroxy-3-phenylisochroman-4-yl)phenyl)piperidine-4-carbaldehyde